FC(CNCC1CN(C1)C=1N=CC(=NC1)C(=O)NC1=CC2=CN(N=C2C(=C1)F)C)F 5-(3-(((2,2-difluoroethyl)amino)methyl)azetidin-1-yl)-N-(7-fluoro-2-methyl-2H-indazol-5-yl)pyrazine-2-carboxamide